3-((3,5-dibromo-4-((4-oxo-3,4-dihydrophthalazin-1-yl)oxy)phenyl)amino)-3-oxopropanoic acid BrC=1C=C(C=C(C1OC1=NNC(C2=CC=CC=C12)=O)Br)NC(CC(=O)O)=O